4-(N-methyl-N-(3-L-leucinylamino-4-methoxyphenyl)-amino)coumarin CN(C1=CC(=C(C=C1)OC)NC([C@@H](N)CC(C)C)=O)C1=CC(OC2=CC=CC=C12)=O